5-bromo-6-chloro-7-nitro-2,3-dihydrobenzo[b][1,4]dioxine BrC1=C(C(=CC=2OCCOC21)[N+](=O)[O-])Cl